NC=1C2=C(N=CN1)N(C=C2C=2C(=C1CCN(C1=CC2)C(=O)OC(C)(C)C)F)CC(C)(C)O TERT-BUTYL 5-(4-AMINO-7-(2-HYDROXY-2-METHYLPROPYL)-7H-PYRROLO[2,3-D]PYRIMIDIN-5-YL)-4-FLUOROINDOLINE-1-CARBOXYLATE